N-(5-morpholinopyridin-2-yl)pyrimidin-2-amine O1CCN(CC1)C=1C=CC(=NC1)NC1=NC=CC=N1